methyl (2-(2-chloro-4-fluorophenyl)acetyl)-D-prolinate ClC1=C(C=CC(=C1)F)CC(=O)N1[C@H](CCC1)C(=O)OC